5-((4-(3-bromo-2-oxopropyl)-6-fluoro-1-tosyl-1H-indol-5-yl)oxy)-2-fluorobenzonitrile BrCC(CC1=C2C=CN(C2=CC(=C1OC=1C=CC(=C(C#N)C1)F)F)S(=O)(=O)C1=CC=C(C)C=C1)=O